(+/-)-N-{4-[(3-chloro-1-{[2-(trimethylsilyl)ethoxy]methyl}-1H-pyrrolo[2,3-b]pyridin-4-yl)oxy]-3,5-difluorophenyl}-N'-{2-(hydroxymethyl)-2-methyl-3-[(propan-2-yl)oxy]propyl}thiourea ClC1=CN(C2=NC=CC(=C21)OC2=C(C=C(C=C2F)NC(=S)NC[C@](COC(C)C)(C)CO)F)COCC[Si](C)(C)C |r|